C1(=CC=CC=C1)P(C1=CC=CC=C1)C1=C(C=2C(C3=CC=CC=C3OC2C=C1)(C)C)P(C1=CC=CC=C1)C1=CC=CC=C1 bis(diphenylphosphino)-9,9-dimethyl-xanthene